4-(1-(2-chloro-3-(3,4,6,7-tetrahydropyrano[3,4-d]imidazol-yl)benzoyl)piperidin-4-yl)benzonitrile ClC1=C(C(=O)N2CCC(CC2)C2=CC=C(C#N)C=C2)C=CC=C1C1=NC2=C(N1)COCC2